N,N-dimethylcyclohex-3-ene-1-carboxamide CN(C(=O)C1CC=CCC1)C